2,5-DIMETHYL-4-METHOXYBENZALDEHYDE CC1=C(C=O)C=C(C(=C1)OC)C